N-(3-bromo-4-fluorophenyl)-2-((4-(6,8-difluoro-2-methyl-4-oxoquinazolin-3(4H)-yl)phenyl)thio)acetamide BrC=1C=C(C=CC1F)NC(CSC1=CC=C(C=C1)N1C(=NC2=C(C=C(C=C2C1=O)F)F)C)=O